O=C1NC(CCC1N1C(N(C2=C1C=CC(=C2)CCOC2CN(C2)C2CCN(CC2)C(=O)OC(C)(C)C)C)=O)=O tert-butyl 4-(3-[2-[1-(2,6-dioxopiperidin-3-yl)-3-methyl-2-oxo-1,3-benzodiazol-5-yl]ethoxy]azetidin-1-yl)piperidine-1-carboxylate